OC1=C(N(C2=CC=C(C(=C12)C(C(=O)C1=CC=CC=C1)=O)OC)C1=CC=C(C=C1)OC)C1=CC=CC=C1 1-(3-hydroxy-5-methoxy-1-(4-methoxyphenyl)-2-phenyl-1H-indol-4-yl)-2-phenylethane-1,2-dione